CN1C[C@@H](CCC1)SC=1C2=C(C(=NN1)C1=C(C=C(C=C1)C(F)(F)F)O)CCC2 (R)-2-(4-((1-methylpiperidin-3-yl)thio)-6,7-dihydro-5H-cyclopenta[d]pyridazin-1-yl)-5-(trifluoromethyl)phenol